6-chloro-4-fluoro-5-((1S,2R)-2-methylcyclopropyl)-1-((2-(trimethylsilyl)ethoxy)methyl)-1H-indazol ClC1=C(C(=C2C=NN(C2=C1)COCC[Si](C)(C)C)F)[C@@H]1[C@@H](C1)C